(3R)-N-[2,4-difluoro-3-[8-methyl-7-oxo-2-(2-piperidin-4-ylethylamino)pyrido[2,3-d]pyrimidin-6-yl]phenyl]-3-fluoropyrrolidine-1-sulfonamide hydrochloride Cl.FC1=C(C=CC(=C1C1=CC2=C(N=C(N=C2)NCCC2CCNCC2)N(C1=O)C)F)NS(=O)(=O)N1C[C@@H](CC1)F